5-fluoro-1-methyl-2-nitro-3-trifluoromethylbenzene FC=1C=C(C(=C(C1)C)[N+](=O)[O-])C(F)(F)F